3-(3-(3-methyl-2-oxoimidazolin-1-yl)piperidin-1-yl)pyrazine-2-carboxamide CN1C(N(CC1)C1CN(CCC1)C=1C(=NC=CN1)C(=O)N)=O